CN1C(=NN=C1)S[C@@H](C)C=1C=C(N)C=CC1 (S)-3-(1-(4-methyl-4H-1,2,4-triazol-3-ylthio)ethyl)aniline